C(C)(C)(C)OC(=O)NC(C(=O)O)C 2-((tert-butoxycarbonyl)amino)propionic acid